C1(CC1)N(C=1N=CC(=NC1)C1=CC(=C(C=C1O)C1=CC(N(C=C1)CF)=O)F)C1C([C@@H]2CC[C@H](C1)N2)F 4-(4-(5-(cyclopropyl((1S,5R)-2-fluoro-8-azabicyclo[3.2.1]octan-3-yl)amino)pyrazin-2-yl)-2-fluoro-5-hydroxyphenyl)-1-(fluoromethyl)pyridin-2(1H)-one